C(C)(C)(C)C=1C=CC(=C(C1)C=1C=C2C(=NN(C2=CC1)C(C1=CC=CC=C1)(C1=CC=CC=C1)C1=CC=CC=C1)NC(=O)[C@H]1CN(CCC1)C(=O)OC(C)(C)C)Cl tert-Butyl (3R)-3-{[5-(5-tert-butyl-2-chlorophenyl)-1-trityl-1H-indazol-3-yl]carbamoyl}piperidine-1-carboxylate